Cl.O1CCC2=C1C=C(C=C2)C(C)N2CCNCC2 1-(1-(2,3-dihydrobenzofuran-6-yl)ethyl)piperazine, hydrochloride